C1(CCCCC1)C1=C(NN=C1C)NC(=S)NC(OCC)=O ethyl N-[(4-cyclohexyl-5-methyl-2H-pyrazol-3-yl)carbamothioyl]carbamate